FC(C=1N(C2=C(CN(CC2)C(=O)OC(C)(C)C)N1)CC1=C(C=CC=C1)C(F)(F)F)(F)F Tert-Butyl 2-(trifluoromethyl)-1-[[2-(trifluoromethyl)phenyl]methyl]-1H,4H,5H,6H,7H-imidazo[4,5-c]pyridine-5-carboxylate